ONC(=O)C1(CCC1)C(=O)NC 1-(N-hydroxycarbamoyl)-N-methylcyclobutaneamide